(5Z,8Z,11Z,14Z)-ethyl icosa-5,8,11,14-tetraenoate C(CCC\C=C/C\C=C/C\C=C/C\C=C/CCCCC)(=O)OCC